Methyl 2-(3-chloro-4-nitrophenyl)propanoate ClC=1C=C(C=CC1[N+](=O)[O-])C(C(=O)OC)C